acrylic acid magnesium [Mg].C(C=C)(=O)O